3-[2-Fluoro-4-[(4-methylpiperazin-1-yl)methyl]anilino]-5-(methylamino)-6-(3-methylimidazo[4,5-c]pyridin-7-yl)pyrazin-2-carboxamid FC1=C(NC=2C(=NC(=C(N2)NC)C=2C3=C(C=NC2)N(C=N3)C)C(=O)N)C=CC(=C1)CN1CCN(CC1)C